(1R,3R,5R)-2-(5-chloro-1H-indazole-7-carbonyl)-N-((R)-cyclopropyl(2,5-difluoro-4-(trifluoromethyl)phenyl)methyl)-2-azabicyclo[3.1.0]hexane-3-carboxamide ClC=1C=C2C=NNC2=C(C1)C(=O)N1[C@@H]2C[C@@H]2C[C@@H]1C(=O)N[C@@H](C1=C(C=C(C(=C1)F)C(F)(F)F)F)C1CC1